(S)-2-amino-N1,N5-bis{2-[(α-D-mannopyranosyl)oxy]ethyl}pentanediamide N[C@H](C(=O)NCCO[C@@H]1[C@@H](O)[C@@H](O)[C@H](O)[C@H](O1)CO)CCC(=O)NCCO[C@@H]1[C@@H](O)[C@@H](O)[C@H](O)[C@H](O1)CO